CC1(SCC(S1)C(=O)O)C 2,2-dimethyl-[1,3]dithiolane-4-carboxylic acid